N1C=NC2=C1C=CC(=C2)N2C(NC(C2C2=CC=C(C=C2)Br)=NCC2=CC=CC=C2)=O 1-(1H-Benzoimidazol-5-yl)-4-benzylimino-5-(4-bromo-phenyl)-imidazolidin-2-on